5-Chloro-N-{2-chloro-3-[(4S)-2-imino-4-methyl-6-oxo-1-(tetrahydropyran-4-yl)hexahydro-pyrimidin-4-yl]phenyl}pyridine-2-carboxamide trifluoroacetic acid salt FC(C(=O)O)(F)F.ClC=1C=CC(=NC1)C(=O)NC1=C(C(=CC=C1)[C@]1(NC(N(C(C1)=O)C1CCOCC1)=N)C)Cl